O1C(CCC1)OC(=O)N[C@H]([C@@H](CC1(NCC2CCCCC2C1)C(=O)NC(C)(C)C)O)CC1=CC=CC=C1 [3-[3-(S)-[[(tetrahydrofuranyloxy)carbonyl]amino]-4-phenyl-2(R)-hydroxybutyl]]-N-(1,1-dimethylethyl)decahydro-3-isoquinolinecarboxamide